C(C1=CC=CC=C1)OC1=NC(=CC=C1N1C(N(C2=C1C=CC(=C2N2CC1(C2)C(CN(CC1)C(=O)OCC1=CC=CC=C1)(F)F)OC)C)=O)OCC1=CC=CC=C1 Benzyl 2-[1-(2,6-dibenzyloxy-3-pyridyl)-5-methoxy-3-methyl-2-oxo-benzimidazol-4-yl]-5,5-difluoro-2,7-diazaspiro[3.5]nonane-7-carboxylate